O1COC2=C1C=CC(=C2)NC2=NC(=CC=C2)C2=CN=C1N2C=CC(=C1)C=1C=NN(C1)C N-(benzo[d][1,3]dioxol-5-yl)-6-(7-(1-methyl-1H-pyrazol-4-yl)imidazo[1,2-a]pyridin-3-yl)pyridin-2-amine